OC1=CC=C(C=C1)N1C(C=CC1=O)=O N-(4-hydroxyphenyl)maleimid